C(C)(C)(C)OC(=O)C1=NN(C(C(C1)C)=O)C 1,5-dimethyl-6-oxo-1,4,5,6-tetrahydropyridazine-3-carboxylic acid tert-butyl ester